tert-butyl 2-(3-(2-(4-(5-(difluoromethyl)-1,3,4-oxadiazol-2-yl) benzyl)-2H-tetrazol-5-yl) phenyl)-1,4,6,7-tetrahydro-5H-imidazo[4,5-c]pyridine-5-carboxylate FC(C1=NN=C(O1)C1=CC=C(CN2N=C(N=N2)C=2C=C(C=CC2)C=2NC3=C(CN(CC3)C(=O)OC(C)(C)C)N2)C=C1)F